ClC1=C(C=CC(=C1)Cl)C=1N=C(SC1)NC(OC(C)(C)C)=O tert-butyl (4-(2,4-dichlorophenyl)thiazol-2-yl)carbamate